(S)-3-((1r,4S)-4-(3-bromo-2-(trifluoromethyl)phenoxy)cyclohexyl)-2-methylpropanal BrC=1C(=C(OC2CCC(CC2)C[C@@H](C=O)C)C=CC1)C(F)(F)F